6-Bromo-3-(2-chloro-5-fluorophenyl)-7-hydroxy-2-(4-methoxybenzyl)-4-nitroisoindol-1-one BrC1=CC(=C2C(N(C(C2=C1O)=O)CC1=CC=C(C=C1)OC)C1=C(C=CC(=C1)F)Cl)[N+](=O)[O-]